FC1=C(C(=CC=2C3=C(N(C12)C)C=CN=C3)F)C=3C=CC(=NC3)N3CCC(CC3)CCN3CCN(CC3)C=3C=C1C(N(C(C1=CC3)=O)C3C(NC(CC3)=O)=O)=O 5-(4-(2-(1-(5-(6,8-difluoro-5-methyl-5H-pyrido[4,3-b]indol-7-yl)pyridin-2-yl)piperidin-4-yl)ethyl)piperazin-1-yl)-2-(2,6-dioxopiperidin-3-yl)isoindoline-1,3-dione